3-((6-(Piperazin-1-yl)pyridin-3-yl)amino)piperidine-2,6-dione TFA salt OC(=O)C(F)(F)F.N1(CCNCC1)C1=CC=C(C=N1)NC1C(NC(CC1)=O)=O